tert-butyl 3-[(5-iodo-3-methylpyrazin-2-yl)oxy]-2,2-dimethylpyrrolidine-1-carboxylate IC=1N=C(C(=NC1)OC1C(N(CC1)C(=O)OC(C)(C)C)(C)C)C